2,2-Difluoro-5-(piperazin-1-yl)-2,3-dihydro-1,4-benzodioxine FC1(COC2=C(O1)C=CC=C2N2CCNCC2)F